tert-Butyl 3-((4-amino-6-chloropyrimidin-5-yl)oxy)azetidine-1-carboxylate NC1=NC=NC(=C1OC1CN(C1)C(=O)OC(C)(C)C)Cl